FC(C=1C=C(C=C(C1)C(F)(F)F)SN=C=O)(F)F 3,5-bis(trifluoromethyl)phenylthioisocyanate